2-methyl-1-phenyl-1,2-propanediol CC(C(O)C1=CC=CC=C1)(C)O